N-(1-aminopropane-2-yl)-5-(4-(trifluoromethyl)phenoxy)-2-naphthamide NCC(C)NC(=O)C1=CC2=CC=CC(=C2C=C1)OC1=CC=C(C=C1)C(F)(F)F